N-((3S,4R)-3-fluoro-1-methylpiperidin-4-yl)-2-(5-(((2-methoxy-4-(methylsulfonyl)phenyl)amino)meth-yl)thiophen-2-yl)-1-(2,2,2-trifluoroethyl)-1H-indol-4-amine F[C@H]1CN(CC[C@H]1NC=1C=2C=C(N(C2C=CC1)CC(F)(F)F)C=1SC(=CC1)CNC1=C(C=C(C=C1)S(=O)(=O)C)OC)C